NCC(CC(CNC(OC(C)(C)C)=O)O[Si](C)(C)C(C)(C)C)O tert-Butyl N-[5-amino-2-[tert-butyl(dimethyl)silyl]oxy-4-hydroxypentyl]carbamate